N-(4-((3-(tert-butyl)phenyl)amino)benzyl)-N-hydroxy-4-methyltetrahydro-2H-pyran-4-carboxamide C(C)(C)(C)C=1C=C(C=CC1)NC1=CC=C(CN(C(=O)C2(CCOCC2)C)O)C=C1